Dichlorosilacyclobutylidenebis[2-(5-tert-butyl-2-furyl)-4-phenyl-5,6-dimethyl-1-indenyl]zirconium ClC1(C[Si](C1)=[Zr](C1C(=CC2=C(C(=C(C=C12)C)C)C1=CC=CC=C1)C=1OC(=CC1)C(C)(C)C)C1C(=CC2=C(C(=C(C=C12)C)C)C1=CC=CC=C1)C=1OC(=CC1)C(C)(C)C)Cl